Cl.C(C)N(CCOC1=CC=C(C=C1)NC1=NC=C(C(=N1)N1OCCC1C1=CC=CC=C1)C)CC N-(4-(2-(diethylamino)ethoxy)phenyl)-5-methyl-4-(3-phenylisooxazolidin-2-yl)pyrimidin-2-amine hydrochloride